C(CC(O)(C(=O)OCCC(C(CC)C)C)CC(=O)OCCC(C(CC)C)C)(=O)OCCC(C(CC)C)C tri(3,4-dimethyl-1-hexyl) citrate